FC=1C=C2CN(CC2=CC1)C(CNC12CC3CC(CC(C1)C3)C2)=O 3-((2-(5-fluoroisoindolin-2-yl)-2-oxoethyl)amino)adamantan